4-[(pyridin-3-yl)formamido]-N-[(1s,4s)-4-{[6-chloro-2-(trifluoromethyl)quinolin-4-yl]amino}cyclohexyl]butanamide N1=CC(=CC=C1)C(=O)NCCCC(=O)NC1CCC(CC1)NC1=CC(=NC2=CC=C(C=C12)Cl)C(F)(F)F